4-(3-Chloroanilino)-2'-[(2R)-2-methyl-3-{[(5R)-5-methyl-5,6,7,8-tetrahydroquinolin-4-yl]oxy}propyl]-6'-(sulfooxy)-2',3'-dihydrospiro[cyclohexane-1,1'-indene]-4-carboxylic acid ClC=1C=C(NC2(CCC3(C(CC4=CC=C(C=C34)OS(=O)(=O)O)C[C@H](COC3=CC=NC=4CCC[C@H](C34)C)C)CC2)C(=O)O)C=CC1